CN1N=NC(=C1)C=1C=C2C=C(N=CC2=CC1)NC(=O)[C@@H]1CC[C@H](CC1)N1CCOCC1 trans-N-(6-(1-methyl-1H-1,2,3-triazol-4-yl)isoquinolin-3-yl)-4-morpholinylcyclohexane-1-carboxamide